ClC1=CC=C(C=C1)C1=C(N=C(N1)C1=CC=C(OCC=2C(=NOC2C)C)C=C1)C 4-((4-(5-(4-chlorophenyl)-4-methyl-1H-imidazol-2-yl)phenoxy)methyl)-3,5-dimethylisoxazole